methyl 6-(oxiran-2-yl)pyridine-3-carboxylate O1C(C1)C1=CC=C(C=N1)C(=O)OC